methyladenosine-5'-monophosphate sodium salt [Na+].P(=O)([O-])([O-])OC[C@@H]1[C@H]([C@H]([C@@](O1)(N1C=NC=2C(N)=NC=NC12)C)O)O.[Na+]